2,2,2-Trifluoroethyl 3-(3-(4-methoxyphenyl)-1H-indazol-1-yl)-2,2-dimethylpropanoate COC1=CC=C(C=C1)C1=NN(C2=CC=CC=C12)CC(C(=O)OCC(F)(F)F)(C)C